NCCC(=O)NCCC=1C=C(C=C(C1)OC)NC=1C(=NC(=C(N1)NC1CCOCC1)CC)C(=O)N 3-((3-(2-(3-aminopropanamido)ethyl)-5-methoxyphenyl)amino)-6-ethyl-5-((tetrahydro-2H-pyran-4-yl)amino)pyrazine-2-carboxamide